O1C=C(C=C1)C1=CC(=CC(=N1)N1N=C(C=2C=NC(=CC21)NC(C)=O)C)OCCOC N-(1-(6-(furan-3-yl)-4-(2-methoxyethoxy)pyridin-2-yl)-3-methyl-1H-pyrazolo[4,3-c]pyridin-6-yl)acetamide